Cl.N[C@H](C(=O)OC)CCCCO methyl (S)-2-amino-6-hydroxycaproate hydrochloride